ClC=1N=CC2=C(N1)N(C(=C2)C)C2=CC=C1C(=N2)[C@@](CC1)(O)CC (R)-2-(2-chloro-6-methyl-7H-pyrrolo[2,3-d]pyrimidin-7-yl)-7-ethyl-6,7-dihydro-5H-Cyclopent[b]pyridin-7-ol